O=C1NC(CC[C@@H]1N1C(C2=CC=CC(=C2C1=O)NCC(=O)N1CCC(CC1)COC1=CC=C(CNC2=C3N=CN(C3=NC=N2)C2CC(C2)NC(C2=NC(=CC=C2)C)=O)C=C1)=O)=O N-((1s,3s)-3-(6-((4-((1-((2-(2,6-dioxopiperidin-3-yl)-1,3-dioxoisoindoline-4-yl)glycyl)piperidin-4-yl)methoxy)benzyl)amino)-9H-purin-9-yl)cyclobutyl)-6-methylpicolinamide